O1POC(C2=C1C=CC=C2)=O benzo[d][1,3,2]dioxaphosphinin-4-one